Bis(stearyl)pentaerythritol diphosphite OP(O)OP(O)O.C(CCCCCCCCCCCCCCCCC)C(O)(C(CO)(CO)CO)CCCCCCCCCCCCCCCCCC